NC1=NC2=C(C=3N1N=C(N3)C=3OC=CC3)SC(N2CCN2CCN(CC2)C2=C(C=C(OCC3=NNC(O3)=O)C=C2)F)=O 5-((4-(4-(2-(5-amino-8-(furan-2-yl)-2-oxothiazolo[5,4-e][1,2,4]tri-azolo[1,5-c]pyrimidin-3(2H)-yl)ethyl)piperazin-1-yl)-3-fluorophenoxy)methyl)-1,3,4-oxadiazol-2(3H)-one